2-((1R,5S,6R)-6-amino-5-methylcyclohex-3-en-1-yl)-3-bromo-5-chloro-N-(thiophen-2-ylmethyl)thieno[3,2-b]pyridin-7-amine N[C@@H]1[C@H](C=CC[C@H]1C1=C(C2=NC(=CC(=C2S1)NCC=1SC=CC1)Cl)Br)C